NC1=C(C(N(C2=CC(=CC=C12)I)CC1=CC=CC=C1)=O)C(=O)OC methyl 4-amino-1-benzyl-7-iodo-2-oxo-1,2-dihydroquinoline-3-carboxylate